5-[4-[[(4-benzyloxy-2-pyridinyl)amino]methyl]-2-fluoro-6-hydroxy-phenyl]-1,1-dioxo-1,2,5-thiadiazolidin-3-one C(C1=CC=CC=C1)OC1=CC(=NC=C1)NCC1=CC(=C(C(=C1)O)N1CC(NS1(=O)=O)=O)F